5-methylpyrazine-2-carboxamid CC=1N=CC(=NC1)C(=O)N